4-((4-Methoxyphenyl)sulfonyl)-8-(thiophen-3-yl)-3,4-dihydro-2H-pyrido[4,3-b][1,4]thiazine COC1=CC=C(C=C1)S(=O)(=O)N1C2=C(SCC1)C(=CN=C2)C2=CSC=C2